ClC1=NC=C(N=C1)COC(F)F 2-Chloro-5-(difluoromethoxymethyl)pyrazine